N-(1-(6-((1,1-dimethyl-2,3-dihydro-1H-inden-2-yl)amino)pyridin-3-yl)-2,2,2-trifluoroethyl)-N,1-dimethylazetidine-3-carboxamide CC1(C(CC2=CC=CC=C12)NC1=CC=C(C=N1)C(C(F)(F)F)N(C(=O)C1CN(C1)C)C)C